FC(C=1C(=NC=CC1)C=1C=2N(C(=CC1)CCC(=O)O)C=CN2)(F)F 3-(8-(3-(trifluoromethyl)pyridin-2-yl)imidazo[1,2-a]pyridin-5-yl)propionic acid